CC1=C2C=C(N(C2=CC=C1CN1CCC2(CN(C2)C2=NC(=NC3=CC=C(C=C23)CC(F)(F)F)NC)CC1)C[C@@H]1CNC(CO1)=O)C#N 4-methyl-5-[[2-[2-(methylamino)-6-(2,2,2-trifluoroethyl)quinazolin-4-yl]-2,7-diazaspiro[3.5]nonan-7-yl]methyl]-1-[[(2S)-5-oxomorpholin-2-yl]methyl]indole-2-carbonitrile